1-(4-[(2-Chloro-6-fluorophenyl)carbamoyl]-2-fluoro-3-{[(2S)-1,1,1-trifluoropropan-2-yl]oxy}phenyl)-4-ethyl-5-oxo-4,5-dihydro-1H-1,2,4-triazol ClC1=C(C(=CC=C1)F)NC(=O)C1=C(C(=C(C=C1)N1N=CN(C1=O)CC)F)O[C@H](C(F)(F)F)C